C(C)(=O)OC(C(\C=C\C=O)C)C1=CC=C(C=C1)C (E)-2-methyl-5-oxo-1-(p-tolyl)pent-3-en-1-yl acetate